C1=C(C=C(C(=C1O)O)O[C@H]2[C@@H]([C@H]([C@@H]([C@H](O2)CO)O)O)O)C3=C(C(=O)C4=C(C=C(C=C4O3)O)O)O The molecule is a myricetin O-glucoside that is myricetin with a beta-D-glucosyl residue attached at position 3'. It has a role as a metabolite. It is a beta-D-glucoside, a monosaccharide derivative, a myricetin O-glucoside, a pentahydroxyflavone and a member of flavonols. It derives from a beta-D-glucose.